(E)-4-(Dimethylamino)-N-methyl-N-(5-methylisoindolin-4-yl)but-2-enamide CN(C/C=C/C(=O)N(C1=C2CNCC2=CC=C1C)C)C